COC1=C(C=CC=C1)C(=O)N1CCN(CC1)CC1=C(N=C2N1C=CC=C2)C2=CC=C(C=C2)C (2-methoxyphenyl)(4-{[2-(4-methylphenyl)imidazo[1,2-a]pyridin-3-yl]methyl}piperazin-1-yl)methanone